but-2-enedioic acid 1,4-dimethyl ester COC(C=CC(=O)OC)=O